C(#N)C1=C(C=CC(=C1)C(F)(F)F)N1CCC(CC1)(C(=O)N[C@H]1CN(CC1)C)C=1C=C(C(=NC1)C=1C(=NC=CC1)OCC)F 1-[2-cyano-4-(trifluoromethyl)phenyl]-4-{2'-ethoxy-3-fluoro-[2,3'-bipyridinyl]-5-yl}-N-[(3R)-1-methylpyrrolidin-3-yl]piperidine-4-carboxamide